C[C@H]1CC2(CN1CC1=CN=C(S1)NC(C)=O)OCC1=NC=CC=C12 N-(5-(((5'S)-5'-Methyl-7H-spiro[furo[3,4-b]pyridine-5,3'-pyrrolidin]-1'-yl)methyl)thiazol-2-yl)acetamide